7-(((S)-1-((2S,4R)-2-(((4H-chromeno[3,4-d]thiazol-7-yl)methyl)formamido)-4-hydroxypyrrolidin-1-yl)-3,3-dimethyl-1-oxobutan-2-yl)amino)-7-oxoheptanoic acid methyl ester COC(CCCCCC(=O)N[C@H](C(=O)N1[C@@H](C[C@H](C1)O)NC(=O)CC=1C=CC2=C(C1)OCC=1N=CSC12)C(C)(C)C)=O